NCC1=C(N(C)C)C=C(C=C1)C 2-(aminomethyl)-N,N,5-trimethylaniline